6-(3-iodophenyl)pyrido[3,2-d]pyrimidin-2-d-4-amine IC=1C=C(C=CC1)C=1C=CC=2N=C(N=C(C2N1)N)[2H]